C(C)(C)(C)OC(=O)NC1CCN(CC1)C(=O)C1=CC=C(C=C1)NC(OC1=CC=CC=C1)=O Phenyl (4-{4-[(tert-butoxycarbonyl)amino]piperidine-1-carbonyl}phenyl)carbamate